C(=O)(O)C=1C=C(C=CC1)CNC(=O)C=1C(=C(C(=O)O)C=C(C1)O)O 3-(3-carboxyphenylmethylaminocarbonyl)-2,5-dihydroxybenzoic acid